ClC1=C(C=CC=C1Cl)C=1C=CC=2C(=NC=C(N2)N2CCC(CC2)(C)N(C(OC(C)(C)C)=O)C)N1 tert-butyl (1-(6-(2,3-dichlorophenyl)pyrido[2,3-b]pyrazin-2-yl)-4-methylpiperidin-4-yl)(methyl)carbamate